ClC1=NC(=CC(=C1)C1(CC(C1)O)C1=NN=CN1C)Cl 3-(2,6-dichloropyridin-4-yl)-3-(4-methyl-4H-1,2,4-triazol-3-yl)cyclobutanol